C(C)(C)C=1C2=CC(=C(C(=C2C=C(C1O)O)O)C=1C(=C2C=C(C(=C(C2=CC1C)C(C)C)OC)O)O)C 5,5'-diisopropyl-6'-methoxy-3,3'-dimethyl-[2,2'-binaphthalene]-1,1',6,7,7'-pentaol